ClC1=C(C=C(C=C1)C1=NN2C(C(NCC2)=O)=C1)F 2-(4-chloro-3-fluorophenyl)-6,7-dihydropyrazolo[1,5-a]pyrazin-4(5H)-one